CCCCCCCCCCCCCCCCCCCCCCCCC(=O)N[C@@H](CO)[C@@H](/C=C/CCCCCCCCC(C)CC)O The molecule is a ceramide obtained by formal condensation of the carboxy group of pentacosanoic acid with the amino group of 14-methylhexadecasphingosine. It is a metabolite of the nematode Caenorhabditis elegans. It has a role as a Caenorhabditis elegans metabolite. It is a ceramide and a Cer(d42:1). It derives from a 14-methylhexadecasphingosine and a pentacosanoic acid.